tert-butyl 6-(4-bromophenyl)-2,6-diazaspiro[3.5]nonane-2-carboxylate BrC1=CC=C(C=C1)N1CC2(CN(C2)C(=O)OC(C)(C)C)CCC1